CN(C)C1N(C(OC2=C1C=CC=C2)=O)CC2=C(C(=CC=C2)N2C(OCC2)=O)F dimethylamino-3-{[2-fluoro-3-(2-oxo-1,3-oxazolidin-3-yl)phenyl]methyl}-2-oxo-3,4-dihydro-2H-1,3-benzoxazin